Caffeine N1(C)C(=O)N(C)C=2N=CN(C)C2C1=O